1-(pyrrolidine-2-yl)ethanol N1C(CCC1)C(C)O